NC=1C(=C(C=CC1N)N1C(CCCC1)=O)F 1-(3,4-diamino-2-fluorophenyl)piperidin-2-one